1'-diphenylphosphinoferrocene palladium dichloride [Pd](Cl)Cl.C1(=CC=CC=C1)P([C-]1C=CC=C1)C1=CC=CC=C1.[CH-]1C=CC=C1.[Fe+2]